C(#N)CC1CC(C1)(C1=NN=CN1C)C=1C=C(C=CC1)NC(=O)C1=CC(=C2C(=N1)C(=CN2)C)CNC2(CC2)C N-(3-((1s,3s)-3-(cyanomethyl)-1-(4-methyl-4H-1,2,4-triazol-3-yl)cyclobutyl)phenyl)-3-methyl-7-(((1-methylcyclopropyl)amino)methyl)-1H-pyrrolo[3,2-b]pyridine-5-carboxamide